C(C)OC(=O)C1=CC2=C(C(=C(O2)C=2N(C3=C(C=CC=C3C2)OCC2=CC=CC=C2)CC2CC2)CCO[Si](C2=CC=CC=C2)(C2=CC=CC=C2)C(C)(C)C)C(=C1)OC 2-(7-(Phenylmethoxy)-1-(cyclopropylmethyl)-1H-indol-2-yl)-3-(2-((tert-butyldiphenylsilyl)oxy)ethyl)-4-methoxybenzofuran-6-carboxylic acid ethyl ester